5-((6-Aminohexyl)amino)-2-(2,6-dioxopiperidin-3-yl)isoindoline-1,3-dione trifluoroacetate salt FC(C(=O)O)(F)F.NCCCCCCNC=1C=C2C(N(C(C2=CC1)=O)C1C(NC(CC1)=O)=O)=O